CC([O-])C.[Al+3].CC([O-])C.CC([O-])C aluminum(III) isopropoxide